(R)-(2-(2-methoxy-7-methylquinoxalin-5-yl)-4-methyl-7,8-dihydro-[1,4]dioxino[2',3':3,4]benzo[1,2-d]thiazol-7-yl)methyl (6-(thiophen-2-yl)pyridin-3-yl)carbamate S1C(=CC=C1)C1=CC=C(C=N1)NC(OC[C@@H]1OC2=C(C3=C(N=C(S3)C3=C4N=CC(=NC4=CC(=C3)C)OC)C(=C2)C)OC1)=O